COC=1C=2N(N=C(C1)C=1C=C3C(=NC1)C=C(S3)C3CCN(C1(CC1)C3)C(=O)OC(C)(C)C)C=C(N2)C tertbutyl 7-[6-(8-methoxy-2-methyl-imidazo[1,2-b]pyridazin-6-yl)thieno[3,2-b]pyridin-2-yl]-4-azaspiro[2.5]octane-4-carboxylate